13-phenyl-2,5,8,12-tetraoxatridecane C1(=CC=CC=C1)COCCCOCCOCCOC